ClC1=NC=C(C(=C1)C1=NN(C=C1C(=O)NC=1SC(=NN1)OC)C)OC 3-(2-chloro-5-methoxypyridin-4-yl)-N-(5-methoxy-1,3,4-thiadiazol-2-yl)-1-methyl-1H-pyrazole-4-carboxamide